FC=1C=C(C=CC1F)C1=NN(C(=C1)O)C=1SC=C(N1)C(=O)O 2-(3-(3,4-difluorophenyl)-5-hydroxy-1H-pyrazol-1-yl)thiazole-4-carboxylic acid